6-((7-chloroisoquinolin-1-yl)amino)nicotinic acid ClC1=CC=C2C=CN=C(C2=C1)NC1=NC=C(C(=O)O)C=C1